(S)-2-(3-(1-(3-chloro-5-fluoro-2-(hydroxymethyl)phenyl)ethyl)-2,5-bisoxoimidazol-1-yl)acetamide ClC=1C(=C(C=C(C1)F)[C@H](C)N1C(N(C(C1)=O)CC(=O)N)=O)CO